C(C)OC1=NC=CC=C1C=1C=C(C=2N(N1)C(=NC2C(C)C)C)NCC2=CN=C(S2)C 2-(2-ethoxy-3-pyridinyl)-5-isopropyl-7-methyl-N-[(2-methylthiazol-5-yl)methyl]imidazo[1,5-b]pyridazin-4-amine